C(CCCCCCC\C=C/CCCC)(=O)OCC(O)CO glycerol monomyristoleate